6'-methoxy-[2,5'-bipyrimidine]-5-carbonitrile COC1=C(C=NC=N1)C1=NC=C(C=N1)C#N